FC=1C=C(C=C(C1)F)C=1C(=NN(C(C1)=O)CC(=O)OC)C(CF)C methyl 2-(4-(3,5-difluorophenyl)-3-(1-fluoropropan-2-yl)-6-oxopyridazin-1(6H)-yl)acetate